ClC1=NC(=NC=C1[N+](=O)[O-])C1=C(C=CC=C1)C(C)C chloro-2-(2-isopropylphenyl)-5-nitropyrimidine